2-bromoPropionaldehyde BrC(C=O)C